2-(isopropyl-sulfonyl)acetamide C(C)(C)S(=O)(=O)CC(=O)N